C1(CC1)CN1CC[C@]23CCN(CC[C@]2([C@H]1CC1=CC=C(C=C13)O)O)CCC1=NSC(=C1)C (5aS,6R,11bS)-14-(cyclopropylmethyl)-3-(2-(5-methylisothiazol-3-yl)ethyl)-2,3,4,5,6,7-hexahydro-6,11b-(epiminoethano)naphtho[1,2-d]azepine-5a,10(1H)-diol